3-cyano-4-methoxy-1-methyl-2-pyridone C(#N)C=1C(N(C=CC1OC)C)=O